trivinyl-triethoxysilane C(=C)C(CO[SiH](OCC)OCC)(C=C)C=C